ICCC(=O)C1=CC(=CC=C1)C(F)(F)F 3-iodo-1-(3-(trifluoromethyl)phenyl)propan-1-one